FC1=C(C(=CC(=C1)C(C)C)F)N1N=CC(=C1)C1=CC(=C(C=C1)CNC(OC)=O)C methyl N-[[4-[1-(2,6-difluoro-4-isopropyl-phenyl)pyrazol-4-yl]-2-methyl-phenyl]methyl]carbamate